3-chloro-2-(tetrahydropyran-2-yloxymethyl)pyridine tert-Butyl-((1r,4r)-4-(5-bromo-6-methoxy-2H-indazol-2-yl)cyclohexyl)carbamate C(C)(C)(C)N(C(O)=O)C1CCC(CC1)N1N=C2C=C(C(=CC2=C1)Br)OC.ClC=1C(=NC=CC1)COC1OCCCC1